N=1NN=NC1C1=CC=C(COC2=C(C=O)C(=CC=C2)O)C=C1 2-((4-(2H-tetrazol-5-yl)benzyl)oxy)-6-hydroxybenzaldehyde